2-(hydroxymethyl)-3-oxa-6-azabicyclo[3.1.1]heptane OCC1C2NC(CO1)C2